NC1=NC=NN2C1=C(C=C2[C@H]2CC[C@H](CC2)N2C[C@@H](N(CC2)C(=O)OC(C)(C)C)C)C2=CC=C(C=C2)OC2=CC=CC=C2 (S)-tert-butyl 4-((cis)-4-(4-amino-5-(4-phenoxyphenyl)pyrrolo[2,1-f][1,2,4]triazine-7-yl)cyclohexyl)-2-methylpiperazine-1-carboxylate